4-[2-[4-[1-(2,2-difluoro-1,3-benzodioxol-5-yl)-5-methyl-pyrazol-3-yl]piperazin-1-yl]ethyl]-1-imino-1,4-thiazinane 1-oxide FC1(OC2=C(O1)C=CC(=C2)N2N=C(C=C2C)N2CCN(CC2)CCN2CCS(CC2)(=N)=O)F